2,6-dihydroxynaphthalene-1,5-dicarbaldehyde OC1=C(C=2C=CC(=C(C2C=C1)C=O)O)C=O